FC(C1(OCCO1)COC1=CC=C(C=C1)CN1N=CC(=C1)C(=O)OCC)(F)F ethyl 1-[(4-{[2-(trifluoromethyl)-1,3-dioxolan-2-yl]methoxy}phenyl)methyl]-1H-pyrazole-4-carboxylate